CN(CCNC(=O)N1C[C@H](CC1)N(C(OC(C)(C)C)=O)C)C tert-butyl [(3S)-1-{[2-(dimethylamino)ethyl]carbamoyl}pyrrolidin-3-yl](methyl)carbamate